OCCS(=O)(=O)CC(CCC[C@](C(=O)NNC)(C)C=1C=C(CC(C(=O)OC)COC)C=CC1)(C)C methyl 2-(3-((R)-7-((2-hydroxyethyl)sulfonyl)-2,6,6-trimethyl-1-(2-methylhydrazineyl)-1-oxoheptan-2-yl)benzyl)-3-methoxypropanoate